FC(C1=C(N=NC(=C1)C1=C(C=CC(=C1)C(F)(F)F)C)NC1C[C@@H]2[C@@H](CN(C2)CC2CCOCC2)C1)F (3aR,5s,6aS)-N-(4-(difluoromethyl)-6-(2-methyl-5-(trifluoromethyl)phenyl)pyridazin-3-yl)-2-((tetrahydro-2H-pyran-4-yl)methyl)octahydrocyclopenta[c]pyrrol-5-amine